6-chloro-1-(2-(dimethylamino)-4-fluorophenyl)-3-(6-methoxy-2-methylpyridin-3-yl)-2,3-dihydroquinazolin-4(1H)-one ClC=1C=C2C(N(CN(C2=CC1)C1=C(C=C(C=C1)F)N(C)C)C=1C(=NC(=CC1)OC)C)=O